2-(3,6-dihydro-2H-pyran-4-yl)-6-isopropyl-4-((4-(4,4,5,5-tetramethyl-1,3,2-dioxaborolan-2-yl)phenyl)amino)-5,6-dihydro-7H-pyrrolo[3,4-d]pyrimidin-7-one O1CCC(=CC1)C=1N=C(C2=C(N1)C(N(C2)C(C)C)=O)NC2=CC=C(C=C2)B2OC(C(O2)(C)C)(C)C